2-amino-1-(pyrazin-2-yl)ethan-1-one hydrogen chloride Cl.NCC(=O)C1=NC=CN=C1